4-(1,1-dioxido-3,6-dihydro-2H-thiopyran-4-yl)isoindolin-1-one O=S1(CCC(=CC1)C1=C2CNC(C2=CC=C1)=O)=O